NCCCC=O 4-aminobutanal